BUTYLBUTYRATE C(CCC)OC(CCC)=O